3-(5-(((1R,2S)-2-((1-ethoxypropan-2-yl)amino)cyclohexyl)methyl)-1-oxoisoindolin-2-yl)piperidine-2,6-dione C(C)OCC(C)N[C@@H]1[C@H](CCCC1)CC=1C=C2CN(C(C2=CC1)=O)C1C(NC(CC1)=O)=O